4-(3-chloro-4-fluorophenyl)-N,N-dimethylthiazole-5-carboxamide ClC=1C=C(C=CC1F)C=1N=CSC1C(=O)N(C)C